CC/C=C\\C/C=C\\C/C=C\\C/C=C\\C/C=C\\CCCCCCCCCCCCCCCCC/C=C/C(=O)SCCNC(=O)CCNC(=O)[C@@H](C(C)(C)COP(=O)([O-])OP(=O)([O-])OC[C@@H]1[C@H]([C@H]([C@@H](O1)N2C=NC3=C(N=CN=C32)N)O)OP(=O)([O-])[O-])O The molecule is a 2,3-trans-enoyl CoA(4-) obtained by deprotonation of the phosphate and diphosphate OH groups of (2E,21Z,24Z,27Z,30Z,33Z)-hexatriacontahexaenoyl-CoA; major species at pH 7.3. It is a conjugate base of a (2E,21Z,24Z,27Z,30Z,33Z)-hexatriacontahexaenoyl-CoA.